(S)-cyclopropyl-([(1aR,5aR)-2-(2,4-difluoro-phenyl)-1a,2,5,5a-tetrahydro-1H-2,3-diaza-cyclopropa[a]pentalene-4-carbonyl]-amino)-acetic acid C1(CC1)[C@@H](C(=O)O)NC(=O)C=1C=2C[C@@H]3[C@H](C2N(N1)C1=C(C=C(C=C1)F)F)C3